(R)-8-(4-((1S,2S)-6-(tert-butoxy)-2-phenyl-1,2,3,4-tetrahydronaphthalen-1-yl)-2-fluoro-5-methoxyphenyl)-3-(dimethoxymethyl)-1-oxa-8-azaspiro[4.5]decane C(C)(C)(C)OC=1C=C2CC[C@@H]([C@@H](C2=CC1)C1=CC(=C(C=C1OC)N1CCC2(C[C@H](CO2)C(OC)OC)CC1)F)C1=CC=CC=C1